OC1=CC=C(C=C1)/C=C/C(=O)C1=C(C=C(C=C1)OCC1=CC=CC=C1)O (E)-3-(4-Hydroxyphenyl)-1-(2-hydroxy-4-phenylmethoxyphenyl)prop-2-en-1-one